1-bromo-4-chloro-3-fluoro-2-methoxy-5-(2,2,2-trifluoro-1,1-dimethyl-ethyl)benzene BrC1=C(C(=C(C(=C1)C(C(F)(F)F)(C)C)Cl)F)OC